tert-Butyl (S)-7-(3a-Hydroxy-6,7-dimethyl-4-oxo-2,3,3a,4-tetrahydro-1H-pyrrolo[2,3-b]quinolin-1-yl)-2,3-dihydro-4H-pyrido[3,2-b][1,4]oxazine-4-carboxylate O[C@@]12C(=NC3=CC(=C(C=C3C1=O)C)C)N(CC2)C2=CC=1OCCN(C1N=C2)C(=O)OC(C)(C)C